(tributylsilyl)methanol benzyl-(1-(4-(6-fluorohexyl)-2,5-dimethoxyphenyl)propan-2-yl)carbamate C(C1=CC=CC=C1)N(C(=O)OC[Si](CCCC)(CCCC)CCCC)C(CC1=C(C=C(C(=C1)OC)CCCCCCF)OC)C